COC(=O)C1CC2(C1)CC(C2)OC 6-Methoxyspiro[3.3]heptane-2-carboxylic acid methyl ester